2-[3-benzyl-5-(6-methyl-2-pyridyl)triazol-4-yl]-7-piperazin-1-yl-1,5-naphthyridine C(C1=CC=CC=C1)N1N=NC(=C1C1=NC2=CC(=CN=C2C=C1)N1CCNCC1)C1=NC(=CC=C1)C